tert-butyl (2S,3R)-2-((tert-butoxycarbonyl)amino)-4-((tert-butyldimethylsilyl)oxy)-3-hydroxybutanoate C(C)(C)(C)OC(=O)N[C@H](C(=O)OC(C)(C)C)[C@H](CO[Si](C)(C)C(C)(C)C)O